FC=1C=C(C=NC1OC1=CC=NC2=CC(=C(N=C12)OCCCN1CCOCC1)OC)NC(=O)C1(CC1)C(=O)NC1=CC=C(C=C1)F 1-N'-[5-fluoro-6-[[7-methoxy-6-(3-morpholin-4-ylpropoxy)-1,5-naphthyridin-4-yl]oxy]pyridin-3-yl]-1-N-(4-fluorophenyl)cyclopropane-1,1-dicarboxamide